CC(=O)NC1=C(C=C(C=C1)Br)OC N-(4-bromo-2-methoxyphenyl)acetamide